C1=C(C(=C(C(=C1I)NC(=O)CCCCC(=O)NC2=C(C=C(C(=C2I)C(=O)O)I)I)I)C(=O)O)I The molecule is an organoiodine compound that is 3-amino-2,4,6-triiodobenzoic acid in which one of the amino hydrogens is substituted by a 6-(3-carboxy-2,4,6-triiodoanilino)-6-oxohexanoyl group. It is a water-soluble radiographic contrast media for cholecystography and intravenous cholangiography. It has a role as a radioopaque medium. It is an organoiodine compound, a member of benzoic acids and a secondary carboxamide. It is a conjugate acid of an adipiodone(2-).